C1N(CC12OCCC2)C2=CC=C(C=C2)C(=O)N2CCN(CC2)C=2OC=1C(=NC=CC1)N2 [4-(5-oxa-2-azaspiro[3.4]octan-2-yl)phenyl]-(4-oxazolo[4,5-b]pyridin-2-ylpiperazin-1-yl)methanone